(1Z)-2,6-dichloro-N-(p-tolylsulfonyl)benzohydrazonoyl chloride ClC1=C(C(=NNS(=O)(=O)C2=CC=C(C=C2)C)Cl)C(=CC=C1)Cl